9,9-didodecyl-9H-fluorene C(CCCCCCCCCCC)C1(C2=CC=CC=C2C=2C=CC=CC12)CCCCCCCCCCCC